(3-thiocarbamoylpropyl)-carbamic acid tert-butyl ester C(C)(C)(C)OC(NCCCC(N)=S)=O